(5α)-17-(cyclopropylmethyl)-3,14-dihydroxy-4,5-epoxymorphinan-6-one C1(CC1)CN1[C@H]2[C@@]3(CCC([C@H]4[C@@]3(C=3C(=C(C=CC3C2)O)O4)CC1)=O)O